ClC1=CC(=C(N=N1)NC[C@H]1OCC1)N (S)-6-chloro-N3-(oxetan-2-ylmethyl)pyridazine-3,4-diamine